O=C(CCC(=O)O)C 4-keton-pentanoic acid